BrC(C(=O)C1=C2C=CC=NC2=C(C=C1)O)CC 5-(alpha-bromo-butyryl)-8-hydroxyquinoline